(3-methoxy-4-((4-(1-methyl-1H-pyrazol-4-yl)-5-(trifluoromethyl)pyrimidin-2-yl)amino)phenyl)(4-phenylpiperazin-1-yl)methanone COC=1C=C(C=CC1NC1=NC=C(C(=N1)C=1C=NN(C1)C)C(F)(F)F)C(=O)N1CCN(CC1)C1=CC=CC=C1